C(CCCCCCCCCCCCCCC)OC(C1=CC(=C(C(=C1)C(C)(C)C)O)C(C)(C)C)=O n-hexadecyl-3,5-di-tert-butyl-4-hydroxybenzoate